bismuth telluride copper [Cu].[Bi]=[Te]